2,6-bis(benzyloxy)-3-(4-bromo-3-fluorophenyl)pyridine C(C1=CC=CC=C1)OC1=NC(=CC=C1C1=CC(=C(C=C1)Br)F)OCC1=CC=CC=C1